C(C)C=1C(C(CCC1)(C)C)C(=O)OCC ethyl 2-ethyl-6,6-dimethyl-2-cyclohexenecarboxylate